C(C)(C)(C)NCCCNC(=O)C12CC3(CC(CC(C1)C3)C2)C2=CC=C(C=C2)Cl 3-(4-Chloro-phenyl)-adamantane-1-carboxylic acid (3-tert-butylamino-propyl)-amide